CC1CCC(C(C1)C(=O)O)C(C)C 5-methyl-2-isopropyl-cyclohexyl-formic acid